O1CC[C@@H](C2=CC=CC=C12)NC(=O)C=1N(C2=CC=CC(=C2C1)C1=C(C(=CC(=C1)Cl)Cl)Cl)C(C)C N-[(4S)-3,4-dihydro-2H-chromen-4-yl]-1-(propan-2-yl)-4-(2,3,5-trichlorophenyl)-1H-indole-2-carboxamide